tert-butyl tert-butyl(prop-2-yn-1-yl)carbamate C(C)(C)(C)N(C(OC(C)(C)C)=O)CC#C